F[As-](F)(F)(F)(F)F.C1=CC=CC=C1 benzene hexafluoroarsenate